FC(C1=NN=C(O1)C1=CC(=C(CN2N=NC(=C2)C=2C=C3CN(CC3=CC2)C(=O)OC(C)(C)C)C=C1)F)F tert-butyl 5-(1-(4-(5-(difluoromethyl)-1,3,4-oxadiazol-2-yl)-2-fluorobenzyl)-1H-1,2,3-triazol-4-yl)isoindolin-2-carboxylate